C(C)(SCCN(CCN1CCCCCC1)CCN1CCCCCC1)=O S-(2-(bis(2-(azepan-1-yl)ethyl)amino)ethyl) ethanethioate